O=C1NC(CCC1C1=C(C=C(CN2CCN(CC2)C2=CC=C(C=C2)NC2=NC=C(C(=N2)NCC=2C=C(C=CC2)N(S(=O)(=O)C)C)C(F)(F)F)C=C1)F)=O N-(3-(((2-((4-(4-(4-(2,6-dioxopiperidin-3-yl)-3-fluorobenzyl)piperazin-1-yl)phenyl)amino)-5-(trifluoromethyl)pyrimidin-4-yl)amino)methyl)phenyl)-N-methylmethanesulfonamide